N-(5-chloro-6-(oxazol-2-yl)pyridin-3-yl)-1-(quinolin-5-yl)-5-(trifluoromethyl)-1H-pyrazole-4-carboxamide ClC=1C=C(C=NC1C=1OC=CN1)NC(=O)C=1C=NN(C1C(F)(F)F)C1=C2C=CC=NC2=CC=C1